N-(4-((6,7-dimethoxyquinolin-4-yl)oxy)-3-fluorophenyl)-6-(4-fluorophenyl)-5,7-dioxo-2,3,5,7,11,11a-hexahydrooxazolo[3,2-a]pyrido[1,2-d]pyrazine-8-carboxamide COC=1C=C2C(=CC=NC2=CC1OC)OC1=C(C=C(C=C1)NC(=O)C=1C(C(=C2N(CC3N(C2=O)CCO3)C1)C1=CC=C(C=C1)F)=O)F